C(C=C)(=O)N1C[C@@H](N(CC1)C1=C(C(N(C2=NC(=C(C=C12)Cl)C1=C(C(=C(C(=C1F)F)F)N)Cl)C=1C(=NC=CC1C)C(C)C)=O)C#N)C 4-((S)-4-acryloyl-2-methylpiperazin-1-yl)-7-(3-amino-2-chloro-4,5,6-trifluorophenyl)-6-chloro-1-(2-isopropyl-4-methylpyridin-3-yl)-2-oxo-1,2-dihydro-1,8-naphthyridine-3-carbonitrile